(S)-(3-chloro-2,6-difluorophenyl)(4-fluoro-bicyclo[2.2.1]hept-1-yl)methylamine hydrochloride Cl.ClC=1C(=C(C(=CC1)F)NCC12CCC(CC1)(C2)F)F